CS(=O)(=O)C=1C=C(C=C(C1)C(F)(F)F)CC1CC2(CN(C2)C(=O)N2CC3(C2)NC(CCC3)=O)C1 2-[6-[[3-methylsulfonyl-5-(trifluoromethyl)phenyl]methyl]-2-azaspiro[3.3]heptane-2-carbonyl]-2,5-diazaspiro[3.5]nonan-6-one